methyl β-2-ethylhexyliminodipropionate CCC(CN(CCC(=O)[O-])CCC(=O)OC)CCCC